P(=O)([O-])([O-])OC1=C(C=C(C=C1C(C)(C)C)C(C)(C)C)CC1=C(C(=CC(=C1)C(C)(C)C)C(C)(C)C)O.[Na+].[Na+] sodium 2,2'-methylenebis(4,6-di-tert-butylphenol) phosphate